N[C@H](C(=O)NCCNC(C1=C(C=C(C=C1)NC=1C=2N(C=CN1)C(=CN2)C2=C(C(=C(C=C2)OC)F)F)CC)=O)CO N-[2-[[(2S)-2-amino-3-hydroxypropanoyl]amino]eth-yl]-4-[[3-(2,3-difluoro-4-methoxyphenyl)imidazo[1,2-a]pyrazin-8-yl]amino]-2-ethylbenzamide